ClC1=CC=C2C=CN=C(C2=C1)NC=1C=CC(=NC1)C(=O)NCC1=CC(=C(C=C1)OC)OC 5-((7-chloroisoquinolin-1-yl)amino)-N-(3,4-dimethoxybenzyl)pyridinecarboxamide